ClC=1N=C(C2=C(N1)C(N(C2)C(CC2CN(C2)C2=CC(=NC=C2)C(F)(F)F)=O)C)OC 1-(2-chloro-4-methoxy-7-methyl-5,7-dihydro-6H-pyrrolo[3,4-d]pyrimidin-6-yl)-2-(1-(2-(trifluoromethyl)pyridin-4-yl)azetidin-3-yl)ethan-1-one